4-chloro-5-(2-chlorophenyl)-5-hydroxy-6-[(4-methoxyphenyl)methyl]-2-(methylsulfanyl)-5h,6h,7h-pyrrolo[3,4-d]pyrimidin-7-one ClC=1C2=C(N=C(N1)SC)C(N(C2(O)C2=C(C=CC=C2)Cl)CC2=CC=C(C=C2)OC)=O